C(C=CC=CCC)=O anti-2,4-heptadienal